C1(CCCCC1)(CO)CO cyclohexane-dimethanol